N-((1H-benzo[d]imidazol-5-yl)methyl)-N-(3-methoxybenzyl)-4-methyloxazol-2-amine N1C=NC2=C1C=CC(=C2)CN(C=2OC=C(N2)C)CC2=CC(=CC=C2)OC